C(C)(C)[Si](OC)(OC)N(CC)CC isopropyldiethylaminodimethoxysilane